CC(CC(=O)O)CC(C(=O)O)(C)C 3,5,5-trimethylhexanedioic acid